4-Fluoro-2'-nitro-2-(trifluoromethyl)-1,1'-biphenyl FC1=CC(=C(C=C1)C1=C(C=CC=C1)[N+](=O)[O-])C(F)(F)F